CN1C(=CC=2C=NC(=CC21)N[C@@H]2COCCC2)C2=NC(=NC=C2)NCC(F)(F)F |r| 1-Methyl-N-[rac-(3S)-tetrahydropyran-3-yl]-2-[2-(2,2,2-trifluoroethylamino)pyrimidin-4-yl]pyrrolo[3,2-c]pyridin-6-amine